CN1C(=NN=C1)CC(C)C=1C=C(C=CC1)C1=NNC(=C1)C1=NC=CC=N1 2-(3-(3-(1-(4-methyl-4H-1,2,4-triazol-3-yl)propan-2-yl)phenyl)-1H-pyrazol-5-yl)pyrimidine